ClC=1C=C2C(=CN=C(C2=CN1)C)C=N[S@@](=O)C(C)(C)C (S)-N-((6-chloro-1-methyl-2,7-naphthyridin-4-yl)methylene)-2-methylpropane-2-sulfinamide